CN1C(NC(C=2N(C=NC12)C)=O)=O 3,7-dimethyl-1H-purine-2,6(3h,7h)-dione